C12(C(=O)CC(CC1)C2(C)C)CS(=O)(=O)O.N[C@H](C(=O)OC)[C@](C(F)F)(C)O methyl (2S,3S)-2-amino-4,4-difluoro-3-hydroxy-3-methylbutanoate (-)-camphorsulfonic acid salt